alpha-chloroacetamide ClCC(=O)N